BrCCCCCCCC1=CC=CC=2N=C(NC21)C2=NC=CC=C2 7-bromoheptyl-2-(2-pyridyl)benzimidazole